FC1=C(C=CC(=C1)OCC(C)C)CNC(N(C1CCN(CC1)C)CC1=CC=C(C=C1)F)=O 3-{[2-fluoro-4-(2-methylpropyloxy)phenyl]methyl}-1-[(4-fluorophenyl)methyl]-1-(1-methylpiperidin-4-yl)urea